tert-butyl (S)-3-(2'-(2-ethoxypyridin-3-yl)-1-(3-hydroxy-2-(trifluoromethyl)phenyl)-8'-oxo-6'H-spiro[piperidine-4,5'-[1,7]naphthyridin]-7'(8'H)-yl)pyrrolidine-1-carboxylate C(C)OC1=NC=CC=C1C1=NC=2C(N(CC3(C2C=C1)CCN(CC3)C3=C(C(=CC=C3)O)C(F)(F)F)[C@@H]3CN(CC3)C(=O)OC(C)(C)C)=O